C(C=CCC#N)#N pentene-1,5-dinitrile